2-methacryloyloxyEthylphosphocholine C(C(=C)C)(=O)OCCOP(=O)([O-])OCC[N+](C)(C)C